BrC1=CC=C(C=C1)C(C(=O)NC(C)(C)C)N(C(CCCN1CC=CC=C1)=O)CCN1CCCC1 N-(1-(4-bromophenyl)-2-(tert-butylamino)-2-oxoethyl)-4-(pyridin-1-yl)-N-(2-(pyrrolidin-1-yl)ethyl)butanamide